3-(3-(benzo[d][1,3]dioxol-5-yl)acryloyl)-4-phenyloxazolidin-2-one O1COC2=C1C=CC(=C2)C=CC(=O)N2C(OCC2C2=CC=CC=C2)=O